The molecule is a monocarboxylic acid that is propionic acid which is substituted at position 2 by a 4-methylcyclohex-3-en-1-yl group (the R,R stereoisomer). A secondary metabolite with antifungal activity obtained from the endophytic fungus Pestalotiopsis foedan, obtained from the branch of the upriver orange mangrove, Bruguiera sexangula. It has a role as an antifungal agent and a fungal metabolite. It is a monocarboxylic acid and a monoterpenoid. CC1=CC[C@@H](CC1)[C@@H](C)C(=O)O